CC1=C(NC(=C1)C)C(C1=CC=C(C=C1)I)=C1N=C(C=C1C)C 1-[(3,5-Dimethyl-1H-pyrrol-2-yl)-(3,5-dimethyl-2H-pyrrol-2-ylidene)-methyl]-4-iodobenzene